6-(Azepan-1-yl)-1-methyl-N-(piperidin-4-yl)-1H-pyrazolo[3,4-b]pyridine-3-carboxamide N1(CCCCCC1)C1=CC=C2C(=N1)N(N=C2C(=O)NC2CCNCC2)C